2,3-dimethyl-7-nitro-indole CC=1NC2=C(C=CC=C2C1C)[N+](=O)[O-]